C(=O)(O)CCC1=CNC=C1C 3-(2-CARBOXYETHYL)-4-METHYLPYRROL